6-(2-{6-[(3R)-3-Aminopiperidine-1-carbonyl]-3-methylpyrazolo[1,5-a]pyridin-2-yl}-1-(cyclopropylmethyl)-1H-indol-6-yl)-8-fluoro-5-methyl-1,2-dihydroquinolin-2-one N[C@H]1CN(CCC1)C(=O)C=1C=CC=2N(C1)N=C(C2C)C=2N(C1=CC(=CC=C1C2)C=2C(=C1C=CC(NC1=C(C2)F)=O)C)CC2CC2